(1H-tetrazol-5-yl)-1H-pyrrolo[3,2-c]pyridine-3-carboxamide N1N=NN=C1N1C=C(C=2C=NC=CC21)C(=O)N